Cl.FC1=C(C=CC(=N1)C(=O)NC)N1[C@@H](CNCC1)C (R)-6-fluoro-N-methyl-5-(2-methylpiperazin-1-yl)pyridinecarboxamide hydrochloride